4-Hydroxy-6-methyl-3-oleoyl-2H-pyran-2-one OC1=C(C(OC(=C1)C)=O)C(CCCCCCC\C=C/CCCCCCCC)=O